C(C1=CC=CC=C1)OC=1C(=C(N)C(=CC1F)[N+](=O)[O-])F 3-(benzyloxy)-2,4-difluoro-6-nitroaniline